2-amino-N-[1-[4-[[2-[4-[4-[(4R)-4-amino-2-oxo-pyrrolidin-1-yl]phenyl]sulfonylpiperazin-1-yl]-6-chloro-4-pyridyl]-difluoro-methyl]cyclohexyl]azetidin-3-yl]propanamide NC(C(=O)NC1CN(C1)C1CCC(CC1)C(F)(F)C1=CC(=NC(=C1)Cl)N1CCN(CC1)S(=O)(=O)C1=CC=C(C=C1)N1C(C[C@H](C1)N)=O)C